imidazo[4,5-d]Azole N1=CN=C2C1=CC=N2